C1(CC1)CCC=1N(C(=C(C(N1)=O)CC1=CC=C(C=C1)C=1C(=NC(=CC1)F)C)O)[C@@H](CC)C1=CC(=CC(=C1)F)F 2-(2-cyclopropylethyl)-1-[(1S)-1-(3,5-difluorophenyl)propyl]-5-{[4-(6-fluoro-2-methylpyridin-3-yl)phenyl]methyl}-6-hydroxy-1,4-dihydropyrimidin-4-one